1-(2-amino-5-bromophenyl)-2-methylpropan-1-one NC1=C(C=C(C=C1)Br)C(C(C)C)=O